(S)-1-[2-(Benzo[d]isoxazol-3-yl)phenyl]-2-[6-(oxazol-2-yl)pyridine-2-yl]ethan-1-amine hydrochloride Cl.O1N=C(C2=C1C=CC=C2)C2=C(C=CC=C2)[C@H](CC2=NC(=CC=C2)C=2OC=CN2)N